CC1=NC2=CC(=CC=C2C(=C1)C1=C(C=CC=C1)C)O[C@@H](C(=O)N1C[C@H](CCC1)C(=O)O)C (3S)-1-[(2R)-2-[[2-methyl-4-(o-tolyl)-7-quinolyl]oxy]propanoyl]piperidine-3-carboxylic acid